(4-fluoro-2-(3-fluorophenyl)-pyrrolidin-1-yl)(3-((m-tolyloxy)methyl)bicyclo-[1.1.1]pentan-1-yl)methanone FC1CC(N(C1)C(=O)C12CC(C1)(C2)COC=2C=C(C=CC2)C)C2=CC(=CC=C2)F